N-(4-amino-1H-pyrazolo[4,3-c]pyridin-7-yl)-N'-methyl-N'-[1-[5-(trifluoromethyl)-2-pyridyl]propyl]oxamide NC1=NC=C(C2=C1C=NN2)NC(=O)C(=O)N(C(CC)C2=NC=C(C=C2)C(F)(F)F)C